NC=1C2=C(N=CN1)N(C=C2C=2NC1=CC=CC=C1C2)CC(=O)N2[C@@H](C[C@H](C2)F)C(=O)NCC2=C(C(=CC=C2)Cl)F (2S,4R)-1-(2-(4-amino-5-(1H-indol-2-yl)-7H-pyrrolo[2,3-d]pyrimidin-7-yl)acetyl)-N-(3-chloro-2-fluorophenylmethyl)-4-fluoropyrrolidine-2-carboxamide